7-methyl-4-((2-methylthiazol-4-yl)ethynyl)-7H-pyrrolo[2,3-d]Pyrimidine-6-carboxylic acid ethyl ester C(C)OC(=O)C1=CC2=C(N=CN=C2C#CC=2N=C(SC2)C)N1C